S-p-tolyl-sulfinamide [2-(2-prop-2-ynoxyethoxy)ethyl]carbamate C(C#C)OCCOCCNC(O)=O.C1(=CC=C(C=C1)S(=O)N)C